tris(2,3-dibromo-3-chloropropyl) phosphate P(=O)(OCC(C(Cl)Br)Br)(OCC(C(Cl)Br)Br)OCC(C(Cl)Br)Br